r-propionic acid C(CC)(=O)O